1-(3-(8-chloro-6-fluoro-7-(3-hydroxynaphthalen-1-yl)-4-((1-methylpyrrolidin-2-yl)-methoxy)-1H-imidazo[4,5-c]quinolin-1-yl)piperidin-1-yl)prop-2-en-1-one ClC1=CC=2C3=C(C(=NC2C(=C1C1=CC(=CC2=CC=CC=C12)O)F)OCC1N(CCC1)C)N=CN3C3CN(CCC3)C(C=C)=O